NC1=CC=C(C=C1)O 1-amino-4-hydroxybenzene